oxoacetylchloride O=CC(=O)Cl